S(=O)(O)O.N1C(=O)NC(=O)C=C1 uracil-sulfite